N1=C(C(=CC=C1)C(=O)O)C1=NC=CC=C1C(=O)O bipyridine-3,3'-dicarboxylic acid